(R)-N-(1-(3-(1-(difluoromethyl)-1H-pyrazol-4-yl)-5-(6-morpholinopyridin-3-yl)phenyl)ethyl)-5-(2-(dimethylamino)ethoxy)-2-methylbenzamide FC(N1N=CC(=C1)C=1C=C(C=C(C1)C=1C=NC(=CC1)N1CCOCC1)[C@@H](C)NC(C1=C(C=CC(=C1)OCCN(C)C)C)=O)F